OCCCCCCOC1=CC=C(C=C1)C=CC(=O)C1=CC=C(C=C1)I 3-[4-(6-Hydroxyhexoxy)phenyl]-1-(4-iodophenyl)prop-2-en-1-one